2-(3,4-dimethoxyphenyl)-7-fluoro-5-methoxy-4H-chromen-4-one COC=1C=C(C=CC1OC)C=1OC2=CC(=CC(=C2C(C1)=O)OC)F